N-(prop-2-yn-1-yl)piperidine-1-carboxamide tert-butyl-trans-3-azido-4-((4-(trifluoromethyl)benzyl)oxy)pyrrolidine-1-carboxylate C(C)(C)(C)OC(=O)N1C[C@H]([C@@H](C1)OCC1=CC=C(C=C1)C(F)(F)F)N=[N+]=[N-].C(C#C)NC(=O)N1CCCCC1